C(C)(C)(C)NC=1OC(C(=C(N1)C1=CC=CC=C1)C1=CC=CC=C1)=O 2-(tert-butylamino)-4,5-diphenyl-6H-1,3-oxazin-6-one